CN1[C@H](CCC[C@H]1C1=NC=CC=C1C)C1=NC=CC=C1CCC(=O)N |r| (+/-)-3-(2-((2R,6S)-1-methyl-6-(3-methylpyridin-2-yl)piperidin-2-yl)pyridin-3-yl)propionamide